CCCCCCCCCCCCOCCCCCCCCCCCC Di-n-dodecylether